2-(4-methylbenzylthio)oxazol CC1=CC=C(CSC=2OC=CN2)C=C1